COC1=CC=C(C=C1)CN1C(C(C2=CC(=CC=C12)C(F)(F)F)(C)C)=O 1-[(4-methoxyphenyl)methyl]-3,3-dimethyl-5-(trifluoromethyl)indol-2-one